2,2-dichloroethylene ClC(=C)Cl